NC(C(=O)[O-])CC aminobutyrate